1,3-Dibromo-2-fluorobenzene BrC1=C(C(=CC=C1)Br)F